hydroxy-methoxychalcone OC=1C(=C(C=CC1)\C=C\C(=O)C1=CC=CC=C1)OC